FC(CNC1=NC2=CC(=CC=C2C=C1)CC[C@@H]1S[C@H]([C@@H]([C@@H]1O)O)N1C=CC2=C1N=CN=C2C)F (2S,3S,4R,5R)-2-(2-(2-[(2,2-difluoroethyl)amino]quinolin-7-yl)ethyl)-5-(4-methyl-7H-pyrrolo[2,3-d]pyrimidin-7-yl)tetrahydrothiophene-3,4-diol